(2E)-2-buten-1-ol C(\C=C\C)O